bromo-1-(4-(5-(trifluoromethyl)-1,2,4-oxadiazol-3-yl)phenyl)ethan-1-one BrCC(=O)C1=CC=C(C=C1)C1=NOC(=N1)C(F)(F)F